FC1=CC(=CC2=C1N(C=N2)C)OC2=C(C=C(C=C2)NC(OC(C)(C)C)=O)C tert-butyl (4-((7-fluoro-1-methyl-1H-benzo[d]imidazol-5-yl)oxy)-3-methylphenyl)carbamate